tert-butyl (R)-3-((6-((5-isopropyl-1H-pyrazol-3-yl)amino)-1H-pyrazolo[3,4-b]pyrazin-1-yl)methyl)piperidine-1-carboxylate C(C)(C)C1=CC(=NN1)NC1=CN=C2C(=N1)N(N=C2)C[C@H]2CN(CCC2)C(=O)OC(C)(C)C